6-(3-amino-3-methyl-8-azabicyclo[3.2.1]oct-8-yl)-3-(naphthalen-2-yl)-1H-pyrazolo[3,4-d]pyrimidine-4-carboxamide NC1(CC2CCC(C1)N2C2=NC(=C1C(=N2)NN=C1C1=CC2=CC=CC=C2C=C1)C(=O)N)C